ClC1=C(C=CC(=N1)NC(OC(C)(C)C)=O)F tert-butyl N-(6-chloro-5-fluoro-2-pyridyl)carbamate